FC(OC=1C=C(C=C2[C@H](CNC(C12)=O)C)C=1N(N=C2C=C(C=C(C12)OC)C=1C=NN(C1)C)C)F |o1:8| rel-(4R)-8-(difluoromethoxy)-6-[4-methoxy-2-methyl-6-(1-methylpyrazol-4-yl)indazol-3-yl]-4-methyl-3,4-dihydro-2H-isoquinolin-1-one